ClC1=C(C=CC=C1)CC(=O)NC1=CC(=NC=C1)C(=O)NC12CC(C1)(C2)F 4-[[2-(2-chlorophenyl)acetyl]amino]-N-(3-fluoro-1-bicyclo[1.1.1]pentyl)pyridine-2-carboxamide